NC1=C(C2=C(S1)C(=CC=C2C2=C(C=C1C(=NC(=NC1=C2F)OC[C@]21CCCN1C[C@@H](C2)F)N2CC(CCCCC2)C(=O)OCC)Cl)F)C#N ethyl 1-(7-(2-amino-3-cyano-7-fluorobenzo[b]thiophen-4-yl)-6-chloro-8-fluoro-2-(((2R,7aS)-2-fluorotetrahydro-1H-pyrrolizin-7a(5H)-yl)methoxy)quinazolin-4-yl)azocane-3-carboxylate